[Si](C)(C)(C(C)(C)C)OCC1(CCN(CC1)C=1C=CC(=NC1)NC=1C=CC(=C2CN(C(C12)=O)C(=O)OC(C)(C)C)C1=CN=C2N1C=CC(=C2)F)O tert-butyl 7-{[5-(4-{[(tert-butyldimethylsilyl)oxy]methyl}-4-hydroxypiperidin-1-yl)pyridin-2-yl]amino}-4-{7-fluoroimidazo[1,2-a]pyridin-3-yl}-1-oxo-3H-isoindole-2-carboxylate